3,6-bis(diethylamino)-9-(o-chloroanilino)xanthenyl-benzoic acid C(C)N(C=1C=CC=2C(C3=CC=C(C=C3OC2C1)N(CC)CC)(NC1=C(C=CC=C1)Cl)C1=C(C(=O)O)C=CC=C1)CC